ON1N=NC2=C1C=CC=C2 N-hydroxybenztriazole